(3S,5S,8S,9S,10S,13R,14R,17R)-3-ethyl-17-((2R,5S)-5-hydroxy-6-methylheptan-2-yl)-10-methylhexadecahydro-1H-cyclopenta[a]phenanthren-3-ol C(C)[C@@]1(CC[C@@]2([C@H]3CC[C@@H]4[C@H](CC[C@H]4[C@@H]3CC[C@H]2C1)[C@H](C)CC[C@@H](C(C)C)O)C)O